C(C)(=O)N[C@@H](CSCC(=O)N1C2=C(NC(C3=C1C=CC(=C3)F)=O)C=CC=C2)C(=O)O N-acetyl-S-(2-(2-fluoro-11-oxo-10,11-dihydro-5H-dibenzo[b,e][1,4]diazepin-5-yl)-2-oxoethyl)-L-cysteine